CN1N=CC(=C1)C=1C=C(C=2N(C1)N=CC2)NCC2[C@@H]1CN(C[C@H]21)C(C=C)=O 1-((1R,5S,6s)-6-(((6-(1-methyl-1H-pyrazol-4-yl)pyrazolo[1,5-a]pyridin-4-yl)amino)methyl)-3-azabicyclo[3.1.0]hexan-3-yl)prop-2-en-1-one